COC1=C(C=CC(=C1)OC)C1=CC(=NN1)C(=O)OCC ethyl 5-(2',4'-dimethoxy-phenyl)-1H-pyrazole-3-carboxylate